4-Methyl-3-[3-(3-pyridyl)pyrazol-1-yl]-N-[4-(trifluoromethyl)-2-pyridyl]benzamide CC1=C(C=C(C(=O)NC2=NC=CC(=C2)C(F)(F)F)C=C1)N1N=C(C=C1)C=1C=NC=CC1